C(C(C)C)OC([C@H]1NC[C@H](C1)O)=O Cis-4-Hydroxy-L-proline-iso-butylester